1,1-dimethylethyl-3-hydroxy-3-piperazin-2-ylazetidine-1-carboxylate CC(C)(C)OC(=O)N1CC(C1)(C1NCCNC1)O